(2S)-Cyclopentyl 2-(((4-formyl-5-hydroxy-6-methylpyridin-3-yl)methoxy)(phenoxy)phosphorylamino)propanoate C(=O)C1=C(C=NC(=C1O)C)COC1=C(OP(=O)=N[C@H](C(=O)OC2CCCC2)C)C=CC=C1